C1(CC1)C1=C(C(=NO1)C1=C(C=NC=C1Cl)Cl)/C=C/C12COC(CC1)(CC2)COC=2C=C1C(=CC=NC1=CC2)C(F)(F)F (E)-6-((4-(2-(5-Cyclopropyl-3-(3,5-dichloropyridin-4-yl)isoxazol-4-yl)vinyl)-2-oxabicyclo[2.2.2]octan-1-yl)methoxy)-4-(trifluoromethyl)chinolin